ClC1=C(C=C(C(=C1)F)F)CC(=O)NC1=CC(=C(C=C1)N1N=CC(=C1)C(F)(F)F)S(N)(=O)=O 2-(2-Chloro-4,5-difluorophenyl)-N-{3-sulfamoyl-4-[4-(trifluoromethyl)-1H-pyrazol-1-yl]phenyl}acetamide